6-(4-acetyl-1,4-diazepan-1-yl)-2-[(2R)-3-(3,4-dihydro-1H-isoquinolin-2-yl)-2-hydroxy-propyl]-3,4-dihydroisoquinolin-1-one C(C)(=O)N1CCN(CCC1)C=1C=C2CCN(C(C2=CC1)=O)C[C@@H](CN1CC2=CC=CC=C2CC1)O